(7S)-7-tert-butyl-N-[(1R)-1-[4-(3,5-difluoro-4-hydroxy-phenyl)phenyl]-3-(4-hydroxypiperidin-1-ium-1-yl)propyl]-5,6,7,8-tetrahydrothiazolo[5,4-b]quinoline-2-carboxamide C(C)(C)(C)[C@@H]1CC=2C=C3C(=NC2CC1)SC(=N3)C(=O)N[C@H](CC[NH+]3CCC(CC3)O)C3=CC=C(C=C3)C3=CC(=C(C(=C3)F)O)F